tert-Butyl 2-(4-ethoxy-3,3-dimethyl-4-oxobutyl)-3-oxohexahydroimidazo[1,5-a]pyrazine-7(1H)-carboxylate C(C)OC(C(CCN1C(N2C(CN(CC2)C(=O)OC(C)(C)C)C1)=O)(C)C)=O